2-amino-4-[1-(trifluoromethyl)cyclopropyl]phenol NC1=C(C=CC(=C1)C1(CC1)C(F)(F)F)O